ClC=1C(=C(C(=CC1)O[C@H]1C[C@@H](CC1)NC)C1=CC(=NN1)NC=1N=CC(=NC1)C(=O)N)F 5-((5-(3-chloro-2-fluoro-6-(((1R,3R)-3-(methylamino)cyclopentyl)oxy)phenyl)-1H-pyrazol-3-yl)amino)pyrazine-2-carboxamide